OC(C(=O)N=C=O)=C hydroxyl-acrylic acid, isocyanate